1-(2-chloro-4-methylsulfonylphenyl)methylamine ClC1=C(C=CC(=C1)S(=O)(=O)C)CN